C1(=CC=CC=C1)N1NC=CC1 1-phenyl-pyrazoline